N-[[4-(pentafluoro-λ6-sulfanyl)-phenyl]methyl]acetamid FS(C1=CC=C(C=C1)CNC(C)=O)(F)(F)(F)F